2-(6-(5-chloro-2-((oxacyclohex-4-yl)amino)pyrimidin-4-yl)-1-oxoisoindolin-2-yl)propionic acid ClC=1C(=NC(=NC1)NC1CCOCC1)C1=CC=C2CN(C(C2=C1)=O)C(C(=O)O)C